(2r,5s)-1-(1-(2-bromo-4-fluorophenyl)ethyl)-2,5-diethylpiperazine BrC1=C(C=CC(=C1)F)C(C)N1[C@@H](CN[C@H](C1)CC)CC